FC1=C(C(=CC(=C1)F)F)P(I)C1=C(C=C(C=C1F)F)F bis(2,4,6-trifluorophenyl)iodophosphine